2-(3,7-Dimethylnonyl)cyclopentanol CC(CCC1C(CCC1)O)CCCC(CC)C